(1R)-4-(6-{6-[2-(tertbutyldimethylsilyl)ethynyl]-4-methylpyridin-3-yl}-4,7-dimethyl-7H-pyrrolo[2,3-d]pyrimidin-5-yl)-6'-methyl-3'H-spiro[cyclohexane-1,2'-furo[2,3-b]pyridin] C(C)(C)(C)[Si](C#CC1=CC(=C(C=N1)C1=C(C2=C(N=CN=C2C)N1C)C1CCC2(CC=3C(=NC(=CC3)C)O2)CC1)C)(C)C